C(C)N1C[C@H]2C[C@H]2[C@@H](C1)OC=1C=C2COC(C2=CC1)=O |o1:4,6,7| 5-(((1S*,5S*,6R*)-3-ethyl-3-azabicyclo[4.1.0]heptan-5-yl)oxy)isobenzofuran-1(3H)-one